tert-butyl (2-(2-(2-(2-bromoacetamido)ethoxy)ethoxy)ethyl)carbamate BrCC(=O)NCCOCCOCCNC(OC(C)(C)C)=O